C1(CC1)CC(=O)OC[C@H]1O[C@@]([C@@H]([C@@H]1O)O)(C#N)C1=CC=C2C(=NC=NN21)N [(2R,3S,4R,5R)-5-{4-aminopyrrolo[2,1-f][1,2,4]triazin-7-yl}-5-cyano-3,4-dihydroxyoxolan-2-yl]methyl 2-cyclopropylacetate